C(C=C(C)CCC=C(C)CCC=C(C)C)OC=1C=C(C=2C(C=C(OC2C1)C1=CC(OC)=C(OC)C=C1)=O)O 7-O-farnesyl-3'-O-methyldiosmetin